tert-butyl 2-(((1-(4-fluoro-3-(trifluoromethyl)phenyl)cyclopropyl)amino)methyl)azetidine-1-carboxylate FC1=C(C=C(C=C1)C1(CC1)NCC1N(CC1)C(=O)OC(C)(C)C)C(F)(F)F